FC1(CCN(CC1)C1=NC(=CC(=N1)NC(C1=C(C=C(C=C1)NS(=O)(=O)C)N1CCC2(CC2)CC1)=O)C)F N-(2-(4,4-Difluoropiperidin-1-yl)-6-methylpyrimidin-4-yl)-4-(methylsulfonamido)-2-(6-azaspiro[2.5]octan-6-yl)benzamide